C1(NCC(=O)O1)=O azasuccinic anhydride